CC(CS(=O)(=O)O)C 2-methylpropansulfonic acid